2-((5-(5-(difluoromethyl)-1,3,4-oxadiazole-2-yl)pyridine-2-yl)methyl)-4,4-dimethyl-7-(1-(2,2,2-trifluoroethyl)piperidine-4-yl)isoquinoline-1,3(2H,4H)-dione FC(C1=NN=C(O1)C=1C=CC(=NC1)CN1C(C2=CC(=CC=C2C(C1=O)(C)C)C1CCN(CC1)CC(F)(F)F)=O)F